2,6-difluorobenzylindene FC1=C(CC2C=CC3=CC=CC=C23)C(=CC=C1)F